3-(5-cyclopropyl-4-(5-(piperidin-4-yl)pyrimidin-2-yl)isoxazol-3-yl)-1-(1-methylcyclopropyl)-1H-pyrazolo[3,4-d]pyrimidin-4-amine hydrochloride Cl.C1(CC1)C1=C(C(=NO1)C1=NN(C2=NC=NC(=C21)N)C2(CC2)C)C2=NC=C(C=N2)C2CCNCC2